N[C@@H]1C2=CC=CC=C2CC12CCN(CC2)C=2C(=NC(=CN2)C#CCOC=2C=NC(=NC2)N)CO (S)-(3-(1-Amino-1,3-dihydrospiro[indene-2,4'-piperidin]-1'-yl)-6-(3-((2-aminopyrimidine-5-yl)oxy)prop-1-yn-1-yl)pyrazin-2-yl)methanol